1-[4-(Aminomethyl)-2-chlorophenyl]-3-(4-chlorophenyl)-1H-pyrazol-5-amine NCC1=CC(=C(C=C1)N1N=C(C=C1N)C1=CC=C(C=C1)Cl)Cl